FC=1C=C(C=C(C1CN1N=C(N=N1)CC1=NC=CC=C1)F)C(=O)NO 3,5-difluoro-4-[[5-(2-pyridyl-methyl)tetrazol-2-yl]methyl]benzenecarbohydroxamic acid